CC1=CC=C(C=C1)S(=O)(=O)OCC(CC1=CN(C2=CC=CC=C12)CC)N 2-amino-3-(1-ethyl-1H-indol-3-yl)propyl 4-methylbenzenesulfonate